4-Cyclopropyl-N-((1S)-2-((4-(cyclopropyl(4,4,4-trifluorobutanamido)methyl)pyridin-2-yl)amino)-1-((1r,4S)-4-methylcyclohexyl)-2-oxoethyl)-1,2,5-oxadiazole-3-carboxamide C1(CC1)C=1C(=NON1)C(=O)N[C@H](C(=O)NC1=NC=CC(=C1)C(NC(CCC(F)(F)F)=O)C1CC1)C1CCC(CC1)C